(S)-2-((1-(5-(4-isopropylphenyl)-1,3,4-oxadiazol-2-yl)ethyl)carbamoyl)-4-methoxypyridin-3-yl butyrate C(CCC)(=O)OC=1C(=NC=CC1OC)C(N[C@@H](C)C=1OC(=NN1)C1=CC=C(C=C1)C(C)C)=O